2-((4-Acetylpyridin-2-yl)amino)-N-(2-(2-methyl-1H-indol-3-yl)ethyl)pyrimidine-5-carboxamide C(C)(=O)C1=CC(=NC=C1)NC1=NC=C(C=N1)C(=O)NCCC1=C(NC2=CC=CC=C12)C